(S)-4-((1-(tert-Butoxycarbonyl)piperidin-3-yl)amino)-6-chloropyrido[3,2-d]pyrimidine-8-carboxylic acid methyl ester COC(=O)C1=CC(=NC2=C1N=CN=C2N[C@@H]2CN(CCC2)C(=O)OC(C)(C)C)Cl